4-(prop-2-enamidomethyl)benzoic acid C(C=C)(=O)NCC1=CC=C(C(=O)O)C=C1